ethyl (E)-2-(6-(2-(3-cyano-4-(3-(5-(((2-hydroxyethyl)amino)methyl)picolinamido)-2-methylphenyl)pyridin-2-yl)vinyl)-3,4-dihydroisoquinolin-2(1H)-yl)acetate C(#N)C=1C(=NC=CC1C1=C(C(=CC=C1)NC(C1=NC=C(C=C1)CNCCO)=O)C)/C=C/C=1C=C2CCN(CC2=CC1)CC(=O)OCC